tert-butyl ((5-(1-formyl-3-(3,4,5-trifluorobenzoyl)indolizin-8-yl)-2-(methoxymethyl)-1-methyl-6-(trifluoromethyl)-1H-benzo[d]imidazol-4-yl)methyl)carbamate C(=O)C=1C=C(N2C=CC=C(C12)C1=C(C2=C(N(C(=N2)COC)C)C=C1C(F)(F)F)CNC(OC(C)(C)C)=O)C(C1=CC(=C(C(=C1)F)F)F)=O